t-Butyldimethyl-((1-phenylbut-3-en-1-yl)oxy)silane C(C)(C)(C)[Si](OC(CC=C)C1=CC=CC=C1)(C)C